ClC=1C=C(C=CC1)[C@@H](CO)NC(=O)C=1N=CN(C1)C1=NC(=NC=C1C)N[C@@H]1COCC1 N-((S)-1-(3-chlorophenyl)-2-hydroxyethyl)-1-(5-methyl-2-(((S)-tetrahydrofuran-3-yl)amino)pyrimidin-4-yl)-1H-imidazole-4-carboxamide